NC1=C2N=CN(C2=NC(=N1)Cl)[C@H]1[C@H]([C@@H]([C@H](O1)COC(C(=O)OCC)(C(=O)OCC)CC1=CC=C(C=C1)F)O)F diethyl 2-(((2R,3R,4S,5R)-5-(6-amino-2-chloro-9H-purin-9-yl)-4-fluoro-3-hydroxytetrahydrofuran-2-yl)methoxy)-2-(4-fluorobenzyl)malonate